2-{[7-amino-4-(5-methoxypyridin-3-yl)-1-oxo-2,3-dihydro-1H-isoindol-2-yl]methyl}prop-2-enenitrile NC=1C=CC(=C2CN(C(C12)=O)CC(C#N)=C)C=1C=NC=C(C1)OC